C[C@H]1C[C@@]12C(=O)OC[C@H](C(=O)N[C@H](C(=O)N([C@H]3[C@@H](SC[C@@H](C(=O)N2C)N(C(=O)[C@@H](NC(=O)[C@@H](COC(=O)[C@@]4(C[C@@H]4C)N(C3=O)C)NC(=O)C5=NC6=CC=CC=C6C=C5O)C)C)SC)C)C)NC(=O)C7=NC8=CC=CC=C8C=C7O The molecule is a cyclodepsipeptide antibiotic that is isolated from Streptomyces sp. SNA15896 and also exhibits antitumour activity. It has a role as a bacterial metabolite. It is a heterodetic cyclic peptide, a hydroxyquinoline, a dithioacetal, a peptide antibiotic and a cyclodepsipeptide.